C(C=C)[C@H]1[C@H](N(C[C@@H]1NCC(F)(F)F)C(=O)OC(C)(C)C)C(=O)OC 1-(tert-butyl) 2-methyl (2S,3R,4R)-3-allyl-4-((2,2,2-trifluoroethyl)amino)pyrrolidine-1,2-dicarboxylate